N-Boc-1,2-distearoylpropylamine C(=O)(OC(C)(C)C)NC(C(C)C(CCCCCCCCCCCCCCCCC)=O)C(CCCCCCCCCCCCCCCCC)=O